6-(tetrahydro-2H-pyran-2-yloxy)-4-oxaspiro[2.4]heptane O1C(CCCC1)OC1COC2(CC2)C1